4-((6,7-dimethoxyquinazolin-4-yl)thio)butan-1-amine COC=1C=C2C(=NC=NC2=CC1OC)SCCCCN